(S)-N-(1-(4-(N-tert-butylsulfamoyl)phenylamino)-3-(1H-indol-3-yl)-1-oxopropan-2-yl)-4-fluorobenzamide C(C)(C)(C)NS(=O)(=O)C1=CC=C(C=C1)NC([C@H](CC1=CNC2=CC=CC=C12)NC(C1=CC=C(C=C1)F)=O)=O